2,3,4,9-tetrahydro-1H-carbazole-7-carboxamide C1CCCC=2C3=CC=C(C=C3NC12)C(=O)N